NC=1C=2N(C=C(N1)C(F)(F)F)C(=CN2)C=2C=C(C=CC2C)S(=O)(=O)N2C[C@@H](CCC2)NC(OC(C)(C)C)=O tert-butyl (R)-(1-((3-(8-amino-6-(trifluoromethyl)imidazo[1,2-a]pyrazin-3-yl)-4-methylphenyl)sulfonyl)piperidin-3-yl)carbamate